Cl.ClC1=CC=C(C=C1)NN p-chlorophenylhydrazine hydrochloride salt